racemic-cyclohexanone C1(CCCCC1)=O